CC1=NC2=CC=CC(=C2C(N1C1C(NC(CC1)=O)=O)=O)C#CC=1SC(=CN1)CN1CCCCC1 3-(2-methyl-4-oxo-5-((5-(piperidin-1-ylmethyl)thiazol-2-yl)ethynyl)quinazolin-3(4H)-yl)piperidine-2,6-dione